CC1(CN=CC2=CC=C(C=C12)C1=CC(=NC=C1)NC1=CC(=NC=C1)CS(=O)(=O)C)C 4,4-Dimethyl-6-(2-((2-((methylsulfonyl)methyl)pyridin-4-yl)amino)pyridin-4-yl)-3,4-Dihydroisoquinolin